N=1N=CN2C1C=C(C=C2)NCCN2CC1(C2)CC(C1)OC1=C2CCCC(C2=C(C=C1)Cl)=O 5-((2-(2-([1,2,4]triazolo[4,3-a]pyridin-7-ylamino)ethyl)-2-azaspiro[3.3]heptan-6-yl)oxy)-8-chloro-3,4-dihydronaphthalen-1(2H)-one